4-methyl-N-(2-methylbutan-3-yn-2-yl)thiazole-5-formamide methyl-(1r,4r)-1-((2'-(benzyloxy)-3',6-difluoro-[1,1'-biphenyl]-3-yl)methyl)-4-(methylsulfonamido)cyclohexane-1-carboxylate COC(=O)C1(CCC(CC1)NS(=O)(=O)C)CC=1C=C(C(=CC1)F)C1=C(C(=CC=C1)F)OCC1=CC=CC=C1.CC=1N=CSC1C(=O)NC(C)(C#C)C